5-(5-(difluoromethyl)-1,3,4-oxadiazol-2-yl)-2-methylbenzoic acid methyl ester COC(C1=C(C=CC(=C1)C=1OC(=NN1)C(F)F)C)=O